O=C1NC=C(C(N1)=O)C(=O)N 2,4-dioxo-1H-pyrimidine-5-carboxamide